N1[C@@H](CCC1)C(=O)N[C@@H](CCC(=O)[O-])C(=O)[O-] prolyl-Glutamate